3-(4-chlorophenyl)-N-(naphthalen-2-ylsulfonyl)-4-phenyl-5,6-dihydropyridazine-1(4H)-carboxamide ClC1=CC=C(C=C1)C1=NN(CCC1C1=CC=CC=C1)C(=O)NS(=O)(=O)C1=CC2=CC=CC=C2C=C1